C1(=CC=C(C=C1)OC1=CC=C(N)C=C1)C1=CC=C(C=C1)OC1=CC=C(N)C=C1 4,4'-(1,1'-biphenyl-4,4'-diyldioxy)dianiline